C1(CC1)N(C1=C(C(=NC=N1)NCC1=CC=C(C=C1)CC(=O)N)F)CC1=CC(=CC=C1)N1N=CN=C1 2-[4-[[[6-[cyclopropyl-[[3-(1,2,4-triazol-1-yl)phenyl]methyl]amino]-5-fluoro-pyrimidin-4-yl]amino]methyl]phenyl]acetamide